COC1=NC(=CC=C1NC(=O)C1=C(N=NN1C1=CC=CC=C1)C)C=1C=NC(=NC1)NC (2-methoxy-6-(2-(methylamino)pyrimidin-5-yl)pyridin-3-yl)-4-methyl-1-phenyl-1H-1,2,3-triazole-5-carboxamide